COCCOCCN1C(NC(C=2C1=NC=1C(NC(N(C1N2)CCOCCOC)=O)=O)=O)=O 1,6-bis(2-(2-methoxyethoxy)ethyl)-1,6-dihydropyrimido[4,5-g]pteridine-2,4,7,9(3h,8h)-tetraone